2,3-dihydroxypropyl-13-phenyltridecanoate OC(COC(CCCCCCCCCCCCC1=CC=CC=C1)=O)CO